(3RS,5RS)-5-{2-[(3-carbamoyl-4-fluorophenyl)amino]pyrimidin-5-yl}oxolan-3-yl N-[(2S)-butan-2-yl]carbamate C[C@@H](CC)NC(O[C@H]1CO[C@H](C1)C=1C=NC(=NC1)NC1=CC(=C(C=C1)F)C(N)=O)=O |&1:7,10|